2-(2-trimethylsilanyl-ethoxymethyl)-2H-pyrazole-3-carbaldehyde C[Si](CCOCN1N=CC=C1C=O)(C)C